tert-butyl [(1R)-1-(hydroxymethyl)prop-2-en-1-yl]carbamate OC[C@@H](C=C)NC(OC(C)(C)C)=O